CC=1C(=NON1)CCCO 3-(4-methyl-1,2,5-oxadiazol-3-yl)propan-1-ol